C(C)(C)(C)C=1C=C(C2=C(N=[13C](O2)C2=CC=CC=C2)C1)C1=CC=C(C=C1)C 5-(t-butyl)-2-phenyl-7-(p-tolyl)benzoxazole-13C